COC1=CC=C(C=C1)C2=COC3=CC(=CC(=C3C2=O)O)O[C@H]4[C@@H]([C@H]([C@@H]([C@H](O4)CO)O)O)O The molecule is a glycosyloxyisoflavone that is biochanin A attached to a beta-D-glucopyranosyl residue at position 7 via glycosidic linkage. It has a role as a phytoestrogen and a plant metabolite. It is a hydroxyisoflavone, a member of 4'-methoxyisoflavones and a 7-hydroxyisoflavones 7-O-beta-D-glucoside. It derives from a biochanin A. It is a conjugate acid of a biochanin A 7-O-beta-D-glucoside(1-).